propylfuranone C(CC)C1C(OC=C1)=O